P(=O)(OC)([O-])[O-] methyl phosphoate